COC1N(CC2(CCC2)C1)C(=O)[O-] 7-methoxy-6-Azaspiro[3.4]octane-6-carboxylate